9-(4-chloro-2-fluoro-phenyl)-2,3-dimethyl-7-[(2R)-2-[1-(oxetan-3-yl)pyrazol-4-yl]morpholin-4-yl]pyrimido[1,2-b]pyridazin-4-one ClC1=CC(=C(C=C1)C=1C=2N(N=C(C1)N1C[C@H](OCC1)C=1C=NN(C1)C1COC1)C(C(=C(N2)C)C)=O)F